I.BrC1=C2C=CNC2=CC=C1OC=1C=CC(=C(C(=N)SC)C1)F methyl 5-((4-bromo-1H-indol-5-yl)oxy)-2-fluorobenzimidothioate hydroiodide